CC=1C=C(C=NC1)C(=O)N1CCC(CC1)=C(C1=CC=NC=C1)C1=CC=CC=C1 (5-methylpyridin-3-yl)(4-(phenyl(pyridin-4-yl)methylene)piperidin-1-yl)methanone